6-[(2S)-2-aminopropyl]-2-chloro-N-[(5-fluoro-1,3-thiazol-2-yl)methyl]-7-methylthieno[3,2-d]pyrimidin-4-amine dihydrochloride Cl.Cl.N[C@H](CC1=C(C=2N=C(N=C(C2S1)NCC=1SC(=CN1)F)Cl)C)C